1-Pentyl-3-methylimidazole hexafluorophosphate F[P-](F)(F)(F)(F)F.C(CCCC)N1CN(C=C1)C